C[SH+](=O)C cis-dimethyl-sulfoxonium